2,6-dimethylpyridinium triflate [O-]S(=O)(=O)C(F)(F)F.CC1=[NH+]C(=CC=C1)C